ClC1=CC=C(C=C1)CN1C(C=CC1=O)=O 1-((4-Chlorophenyl)methyl)-1h-pyrrole-2,5-dione